3-(3-(2-amino-3,6-dichloro-pyridin-4-yl)-1H-pyrazolo[3,4-b]pyrazin-6-yl)-4-methylpiperidin-4-amine NC1=NC(=CC(=C1Cl)C1=NNC2=NC(=CN=C21)C2CNCCC2(N)C)Cl